3-phenylpyridin-1-ium chloride [Cl-].C1(=CC=CC=C1)C=1C=[NH+]C=CC1